CC(=CCCC(C)C1C(CCC1=O)=O)C 2-(6-methylhept-5-en-2-yl)cyclopentane-1,3-dione